5,7-difluoro-2-[4-(trifluoromethoxy)phenyl]-1H-indole FC=1C=C2C=C(NC2=C(C1)F)C1=CC=C(C=C1)OC(F)(F)F